6-(4-cyclopropylpiperazine-1-yl)-2-((5-(5-(difluoromethyl)-1,3,4-oxadiazole-2-yl)pyridine-2-yl)methyl)-4,4-dimethylisoquinoline-1,3(2H,4H)-dione C1(CC1)N1CCN(CC1)C=1C=C2C(C(N(C(C2=CC1)=O)CC1=NC=C(C=C1)C=1OC(=NN1)C(F)F)=O)(C)C